C(C)(C)(C)OC(=O)N1CC[SH4]CC1 1λ6-Thiomorpholine-4-carboxylic acid tert-butyl ester